C(C)OC1=C(C=C(C=C1)N1C(N(C(C12CCCC2)=O)C2=C(C(=C(C#N)C=C2)C(F)(F)F)F)=S)C2=NN1C(C(N2)=O)=C(N=C1CCC)C 4-(1-(4-ethoxy-3-(5-methyl-4-oxo-7-propyl-3,4-dihydroimidazo[5,1-f][1,2,4]triazin-2-yl)phenyl)-4-oxo-2-thioxo-1,3-diazaspiro[4.4]nonan-3-yl)-3-fluoro-2-(trifluoromethyl)benzonitrile